COC(C(C)(C)N[C@@H]1CC[C@H](CC1)OCCOC1C[C@H](N([C@H](C1)C)C(=O)OC(C)(C)C)C)=O (2r,4r,6s)-tert-butyl 4-(2-(((trans)-4-((1-methoxy-2-methyl-1-oxopropan-2-yl) amino) cyclohexyl) oxy) ethoxy)-2,6-dimethylpiperidine-1-carboxylate